3-(aminomethyl)thiophene-2-carboxylic acid methyl ester COC(=O)C=1SC=CC1CN